1,1,2,2,3,3,4,4-octafluoro-1-pentanol FC(C(C(C(C)(F)F)(F)F)(F)F)(O)F